tert-butyl (S)-3-(6-bromo-5-fluoro-3-((5-(hydrazinecarbonyl)pyridine-2-yl)methyl)-2-oxo-2,3-dihydro-1H-benzo[d]imidazole-1-yl)pyrrolidine-1-carboxylate BrC=1C(=CC2=C(N(C(N2CC2=NC=C(C=C2)C(=O)NN)=O)[C@@H]2CN(CC2)C(=O)OC(C)(C)C)C1)F